C(C)(=O)OCC1=C(SC(=C1)C(=C)C)C(=C)C [2,5-bis(prop-1-en-2-yl) thiophen-3-yl]Methyl acetate